1-methyl-N-((5-(4-((1-methylpiperidin-4-yl)amino)-1-(2,2,2-trifluoroethyl)-1H-indol-2-yl)-1,2,4-oxadiazol-3-yl)methyl)-1H-pyrazole-4-carboxamide CN1N=CC(=C1)C(=O)NCC1=NOC(=N1)C=1N(C2=CC=CC(=C2C1)NC1CCN(CC1)C)CC(F)(F)F